5β-Pregnan CC[C@H]1CC[C@H]2[C@@H]3CC[C@@H]4CCCC[C@]4(C)[C@H]3CC[C@]12C